1-(2-(2-ethylbutylamino)-2-oxoethyl)-2-oxo-1,2-dihydro-pyridin-3-ylcarbamic acid benzyl ester C(C1=CC=CC=C1)OC(NC=1C(N(C=CC1)CC(=O)NCC(CC)CC)=O)=O